CC=1C(=NNOC1)C dimethyloxadiazine